2,2-bis[3,5-dibromo-4-propenoxyphenyl]propane BrC=1C=C(C=C(C1OC=CC)Br)C(C)(C)C1=CC(=C(C(=C1)Br)OC=CC)Br